3-(2-(2,6-dioxopiperidin-3-yl)-1-oxoisoindolin-5-yl)pyridazine-4-carbonitrile O=C1NC(CCC1N1C(C2=CC=C(C=C2C1)C=1N=NC=CC1C#N)=O)=O